ClC1=CC2=C(N(C(N=C2N2[C@H](CN(CC2)C(=O)[C@@H]2O[C@H]2CO)C)=O)C=2C(=NC=CC2C)C(C)C)N=C1C1=C(C=CC=C1)F 6-chloro-7-(2-fluorophenyl)-4-((S)-4-((2R,3S)-3-(hydroxymethyl)oxirane-2-carbonyl)-2-methylpiperazin-1-yl)-1-(2-isopropyl-4-methylpyridin-3-yl)pyrido[2,3-d]pyrimidin-2(1H)-one